3-(5-chloropyridin-2-yl)-N-(4-methyl-3-(pyridin-4-yl)-1H-pyrazol-5-yl)propenamide ClC=1C=CC(=NC1)C=CC(=O)NC1=C(C(=NN1)C1=CC=NC=C1)C